N[C@@H]1C(CN(CC1)C1=CC=C2C(C(=CN(C2=C1)C)CN(CC1=CC(=NC=C1)C)[C@@H]1CN(CCC1)C=1C=NC(=CC1)C)=O)(F)F 7-[(4S)-4-Amino-3,3-difluoropiperidin-1-yl]-1-methyl-3-({[(3S)-1-(6-methylpyridin-3-yl)piperidin-3-yl][(2-methylpyridin-4-yl)methyl]amino}methyl)-1,4-dihydroquinolin-4-one